BrC=1C=C2C(=CC1)OCC1=C2NC2=CC(=CC(=C2C1=O)F)F 2-bromo-8,10-difluoro-6,12-dihydro-7H-chromeno[4,3-b]quinolin-7-one